Creosol C=1(C(OC)=CC(C)=CC1)O